9-(4-chloro-benzenesulfonyloxy)-10-methoxy-5,8,13,13a-tetrahydro-6H-[1,3]dioxolo[4,5-g]isoquino[3,2-a]isoquinoline ClC1=CC=C(C=C1)S(=O)(=O)OC1=C(C=CC=2CC3N(CCC4=CC5=C(C=C34)OCO5)CC12)OC